O=C1NC(CC[C@H]1N1CCOC2=C1C=CC=C2N2CCC(CC2)CC(=O)O)=O 2-[1-[4-[(3R)-2,6-dioxo-3-piperidyl]-2,3-dihydro-1,4-benzoxazin-8-yl]-4-piperidyl]acetic acid